di-4-tetraphenyliodonium hexafluorophosphate F[P-](F)(F)(F)(F)F.C1=CC=C(C2=CC=C3C=C4C=CC=CC4=CC3=C12)[I+]C1=CC=CC2=C3C=C4C=CC=CC4=CC3=CC=C12